O=C1NC(CC[C@H]1N1C(C2=CC=C(C=C2C1)NC(=O)C=1C=C2C(=NC1)NC=C2C)=O)=O N-{2-[(3R)-2,6-dioxopiperidin-3-yl]-1-oxo-3H-isoindol-5-yl}-3-methyl-1H-pyrrolo[2,3-b]pyridine-5-carboxamide